syn-biotin OC(=O)CCCC[C@@H]1SC[C@@H]2NC(=O)N[C@H]12